6-(3-amino-1-(D-phenylalanyl)-1H-indazol-4-yl)-N-(4-fluoro-3-methylphenyl)-1-naphthamide hydrochloride Cl.NC1=NN(C2=CC=CC(=C12)C=1C=C2C=CC=C(C2=CC1)C(=O)NC1=CC(=C(C=C1)F)C)C([C@H](N)CC1=CC=CC=C1)=O